N1C=NC(=C1)C=1C=C2N(C(=NN(C2=O)CC(=O)NC2=NC=NC=C2)C(C)C)C1 2-(7-(1H-imidazol-4-yl)-4-isopropyl-1-oxopyrrolo[1,2-d][1,2,4]triazin-2(1H)-yl)-N-(pyrimidin-4-yl)acetamide